hydrido[bis(2-methylpropyl)]aluminum CC(C[AlH]CC(C)C)C